N[C@H](CO)C (S)-(-)-2-amino-1-propanol